FCC12OCC(C1)C2 1-(fluoromethyl)-2-oxabicyclo[2.1.1]Hexane